C(C)(C)(C)C1=C(C(=O)OO)C=CC=C1.C(C1=CC=CC=C1)(=O)OOC(C)(C)C tert-butyl peroxybenzoate (tert-Butyl peroxybenzoate)